BrC=1C(=C(C=CC1C)C1=NC(=NC=C1)C(C)(C)O)F 2-(4-(3-Bromo-2-fluoro-4-methylphenyl)pyrimidin-2-yl)propan-2-ol